ClC1=NC(=CC(=C1)C1=C(N=C(S1)NC(=O)N1CCOCC1)C1=CC(=CC=C1)C#N)C N-[5-(2-chloro-6-methyl-4-pyridinyl)-4-(3-cyanophenyl)thiazol-2-yl]morpholine-4-carboxamide